sec-Butyl (5-(7-fluoro-4-oxo-3,4-dihydrophthalazin-1-yl)-1H-benzimidazol-2-yl)carbamate FC1=CC=C2C(NN=C(C2=C1)C1=CC2=C(NC(=N2)NC(OC(C)CC)=O)C=C1)=O